oxazine-carboxamide O1NC(=CC=C1)C(=O)N